ClC1=CC=C(C=C1)[C@H]1CC[C@H]2N(CCN(C2)C(=O)C=2C=NC=C(C2Cl)OC)C1 [(7R,9aR)-7-(4-chlorophenyl)-1,3,4,6,7,8,9,9a-octahydropyrido[1,2-a]pyrazin-2-yl]-(4-chloro-5-methoxypyridin-3-yl)methanone